ONC(CCCCCCC)=O N-Hydroxy-octanamid